ethyl 2-chloro-6-hydroxynicotinate ClC1=C(C(=O)OCC)C=CC(=N1)O